(E)-3-(2,3,4-trimethoxyphenyl)-1-(5-hydroxy-2,2-dimethyl-2H-benzopyran-6-yl)prop-2-en-1-one COC1=C(C=CC(=C1OC)OC)/C=C/C(=O)C=1C=CC2=C(C=CC(O2)(C)C)C1O